NC=1C(=NN(C1C(=O)O)C1=CC=C(C=C1)CNC(C1=C(C=CC(=C1)F)OC)=O)C1CCC(CC1)O 4-amino-1-(4-((5-fluoro-2-methoxybenzamido)methyl)phenyl)-3-(4-hydroxycyclohexyl)-1H-pyrazole-5-carboxylic acid